NCC=1C(=CC2=C(N=C(O2)C=2C(=C(C=CC2)C2=C(C(=CC=C2)C=2OC3=C(N2)C=C(C(=C3)OC(F)F)CN3[C@@H](CCC3)C(=O)O)C)C)C1)OC(F)F ((2-(3'-(5-(aminomethyl)-6-(difluoromethoxy)benzo[d]oxazol-2-yl)-2,2'-dimethyl-[1,1'-biphenyl]-3-yl)-6-(difluoromethoxy)benzo[d]oxazol-5-yl)methyl)-L-proline